CC1(OC[C@@H](O1)COC=1C(=CC(=C(C1)N1CCN(CC1)C(=O)OCC1=CC=CC=C1)F)F)C benzyl (S)-4-(5-((2,2-dimethyl-1,3-dioxolan-4-yl)methoxy)-2,4-difluorophenyl)piperazine-1-carboxylate